cis-p-methoxybenzaldehyde oxime COC1=CC=C(C=NO)C=C1